FC1=C(C=C(C=C1)F)[C@@H]1N(CCC1)C1=NC=2N(C=C1)N=CC2CCCCCCCCCC=O 10-[5-[(2R)-2-(2,5-difluorophenyl)pyrrolidin-1-yl]pyrazolo[1,5-a]pyrimidin-3-yl]decanal